OC[C@H](C1=CC=CC=C1)NC1=NC(=NC=C1C1=NC(=NO1)C1=NC=CC=C1)NC1=CC=C2C(=N1)N(N(C2=O)COC)C(C)C (S)-6-((4-((2-hydroxy-1-phenylethyl)amino)-5-(3-(pyridin-2-yl)-1,2,4-oxadiazol-5-yl)pyrimidin-2-yl)amino)-1-isopropyl-2-(methoxymethyl)-1,2-dihydro-3H-pyrazolo[3,4-b]pyridin-3-one